6-(6-(difluoromethoxy)pyridin-3-yl)-2-((5-phenyl-1H-tetrazol-1-yl)methyl)pyridazin-3(2H)-one FC(OC1=CC=C(C=N1)C=1C=CC(N(N1)CN1N=NN=C1C1=CC=CC=C1)=O)F